NC1=NC(=CC(=C1)C1=NC(=CC(=N1)N=S(=O)(C1COC1)C)N1[C@@H](COCC1)C)Cl ((2-(2-Amino-6-chloropyridin-4-yl)-6-((R)-3-methyl-morpholino)pyrimidin-4-yl)imino)(methyl)-(oxetan-3-yl)-λ6-sulfanone